6-bromo-1H-pyrrolo[3,2-b]pyridin-3-amine BrC=1C=C2C(=NC1)C(=CN2)N